[N+](=N)([O-])[O-] Diazeniumdiolat